4-((1-(3-chlorophenyl)cyclopropyl)amino)-6-(3,5-dimethylisoxazol-4-yl)-N-((1-methylazetidin-3-yl)methyl)quinazoline-2-carboxamide ClC=1C=C(C=CC1)C1(CC1)NC1=NC(=NC2=CC=C(C=C12)C=1C(=NOC1C)C)C(=O)NCC1CN(C1)C